O=C1NC=C(C(N1)=O)C1=CC(=C(N=N1)C#N)N1C[C@H](CC1)CC 6-(2,4-dioxo-1H-pyrimidin-5-yl)-4-[(3S)-3-ethylpyrrolidin-1-yl]pyridazine-3-carbonitrile